C(C)(C)(C)C=1C=C(C=C(C1O)C(C)(C)C)CCC(=O)NNC(CCC1=CC(=C(C(=C1)C(C)(C)C)O)C(C)(C)C)=O bis[beta-(3,5-di-tert-butyl-4-hydroxyphenyl)propionyl]hydrazine